4-((2S,5R)-4-(bis(4-chlorophenyl)methyl)-5-ethyl-2-methylpiperazin-1-yl)-2-methyl-1-(((S)-tetrahydrofuran-2-yl)methyl)-1H-[1,2,4]triazolo[3,4-b]purine ClC1=CC=C(C=C1)C(N1C[C@@H](N(C[C@H]1CC)C=1C=2N=C(N(C2N2C(N1)=NN=C2)C[C@H]2OCCC2)C)C)C2=CC=C(C=C2)Cl